4-(4-{[4-Bromo-2-(trifluoromethyl)phenoxy]methyl}-3-methoxyphenyl)-2H,4H,5H,6H,7H-pyrazolo[3,4-b]pyridin-6-on BrC1=CC(=C(OCC2=C(C=C(C=C2)C2C=3C(NC(C2)=O)=NNC3)OC)C=C1)C(F)(F)F